bis[dimethyl (2-methoxyethyl) silyl] sulfate S(=O)(=O)(O[Si](CCOC)(C)C)O[Si](CCOC)(C)C